(7-Fluoro-1H-pyrrolo[3,2-c]pyridin-6-yl)methylamine hydrochloride Cl.FC=1C2=C(C=NC1CN)C=CN2